C1(CC1)S(=O)(=O)C=1C=C(OC[C@H](CN[C@H]2COC3(C2)CCN(CC3)S(=O)(=O)C=3C=NC2=CC=C(C=C2C3O)C)O)C=CC1 3-((R)-3-((S)-3-(3-(cyclopropylsulfonyl)phenoxy)-2-hydroxypropylamino)-1-oxa-8-azaspiro[4.5]decan-8-ylsulfonyl)-6-methylquinolin-4-ol